2,2-bis(4-hydroxy-(3-phenyl)phenyl)propane OC1=C(C=C(C=C1)C(C)(C)C1=CC(=C(C=C1)O)C1=CC=CC=C1)C1=CC=CC=C1